N-(1-(3-(trifluoromethoxy)phenoxy)-2,3-dihydro-1H-inden-5-yl)acrylamide FC(OC=1C=C(OC2CCC3=CC(=CC=C23)NC(C=C)=O)C=CC1)(F)F